methyl 2-(2-((5-(3-(aminomethyl)phenyl)benzofuran-3-yl)methoxy)-3-carbamoylphenyl)acetate NCC=1C=C(C=CC1)C=1C=CC2=C(C(=CO2)COC2=C(C=CC=C2C(N)=O)CC(=O)OC)C1